N-Methyl-N-(1-methylpiperidin-4-yl)-5-(1H-pyrrolo[2,3-b]pyridin-3-yl)pyrazolo[1,5-a]pyridine-3-carboxamide CN(C(=O)C=1C=NN2C1C=C(C=C2)C2=CNC1=NC=CC=C12)C1CCN(CC1)C